C1=CC=NC(=C1)C2=NC(=CC=C2)C3=CC=CC=N3 2,2',2''-terpyridine